1,1,1,3,3,3-Hexafluoropropan-2-yl 1-(4-(trifluoromethyl)benzoyl)-1,8-diazaspiro[4.5]decane-8-carboxylate FC(C1=CC=C(C(=O)N2CCCC23CCN(CC3)C(=O)OC(C(F)(F)F)C(F)(F)F)C=C1)(F)F